ClC=1C=C(CNC2=NC(=NC=C2C(=O)NCC2=NC=CC=N2)N2[C@@H](CCC2)CO)C=CC1OC (S)-4-(3-chloro-4-methoxybenzylamino)-2-(2-hydroxymethyl-1-pyrrolidinyl)N-(2-pyrimidinylmethyl)-5-pyrimidinecarboxamide